10-(10-bromoanthracen-9-yl-1,2,3,4,5,6,7,8-d8)naphtho[2,1-b]benzofuran BrC1=C2C(=C(C(=C(C2=C(C2=C(C(=C(C(=C12)[2H])[2H])[2H])[2H])C=1C=CC2=C(C3=C(O2)C=CC=2C=CC=CC23)C1)[2H])[2H])[2H])[2H]